C1(=CC=C(C=C1)NC(=O)[C@@H]1CC12CCN(CC2)C(=O)OC(C(F)(F)F)C(F)(F)F)C 1,1,1,3,3,3-Hexafluoropropan-2-yl (R)-1-(p-tolylcarbamoyl)-6-azaspiro[2.5]octan-6-carboxylat